FC1=C(C=C(C=C1)F)[C@@H]1N(CCC1)C1=NC=C2N=CN(C2=N1)C(=O)NCC1CCOCC1 (R)-2-(2-(2,5-Difluorophenyl)pyrrolidin-1-yl)-N-((tetrahydro-2H-pyran-4-yl)methyl)-9H-purine-9-Carboxamide